COC(C1=C(C(=C(C=C1C)Cl)OC)F)=O.CSC1=CC=C(C=C1)C(C(C)N1CCOCC1)=O 4-(methylthio)phenyl-2-morpholinopropane-1-one methyl-4-chloro-2-fluoro-3-methoxy-6-methyl-benzoate